1-[4-[6-[5-[(6-chloropyrazin-2-yl)amino]-1-methyl-pyrazol-4-yl]-3-pyridinyl]phenyl]cyclopropanecarboxylic acid ClC1=CN=CC(=N1)NC1=C(C=NN1C)C1=CC=C(C=N1)C1=CC=C(C=C1)C1(CC1)C(=O)O